2-((quinolin-3-ylmethyl)carbamoyl)-2-azabicyclo[2.2.1]heptane-3-carboxylic acid N1=CC(=CC2=CC=CC=C12)CNC(=O)N1C2CCC(C1C(=O)O)C2